Oxyquinoline sulphate O=S(=O)(O)O.OC1C=CC=C2C=CC=NC=12.OC1C=CC=C2C=CC=NC=12